FC=1C=C(CC=2C=C3C(=NNC3=CC2)NC(C2=C(C=C(C=C2)N2CCC(CC2)CN2CC(C2)C=2C=C3CN(C(C3=CC2)=O)C2C(NC(CC2)=O)=O)NC2CCOCC2)=O)C=C(C1)F N-(5-(3,5-difluorobenzyl)-1H-indazol-3-yl)-4-(4-((3-(2-(2,6-dioxopiperidin-3-yl)-1-oxoisoindolin-5-yl)azetidin-1-yl)methyl)piperidin-1-yl)-2-((tetrahydro-2H-pyran-4-yl)amino)benzamide